(1R,3R)-3-(4,4-diethyl-2-imino-6-oxo-hexahydropyrimidin-1-yl)-N-[(3S,4R)-3-hydroxy-3-methyl-chroman-4-yl]-1-methoxy-indane-5-carboxamide C(C)C1(NC(N(C(C1)=O)[C@@H]1C[C@H](C2=CC=C(C=C12)C(=O)N[C@H]1[C@](COC2=CC=CC=C12)(C)O)OC)=N)CC